4-(5-(4-(3-chloro-5-(trifluoromethyl)pyridin-2-yl)piperazin-1-yl)-5-oxopentyl)phthalazin-1(2H)-one ClC=1C(=NC=C(C1)C(F)(F)F)N1CCN(CC1)C(CCCCC1=NNC(C2=CC=CC=C12)=O)=O